COC1=CC2=C(OCCCN2)C=C1N1N=C(C=2C=NC(=CC21)C=2C=NN1C2N=CC=C1)C 7-methoxy-8-(3-methyl-6-(pyrazolo[1,5-a]pyrimidin-3-yl)-1H-pyrazolo[4,3-c]pyridin-1-yl)-2,3,4,5-tetrahydrobenzo[b][1,4]oxazepine